C(C)(C)(C)OC(=O)N1CCC(CC1)NC1=CC(=NC(=N1)C(F)(F)F)C(=O)O 6-((1-(tert-butoxycarbonyl)piperidin-4-yl)amino)-2-(trifluoromethyl)pyrimidine-4-carboxylic acid